FC(CN1[C@@H](C=2NC3=CC=CC=C3C2C[C@H]1C)C=1SC(=CC1)OC1CN(C1)CCC)(C)C (1S,3R)-2-(2-Fluoro-2-methylpropyl)-3-methyl-1-(5-((1-propylazetidin-3-yl)oxy)thiophen-2-yl)-2,3,4,9-tetrahydro-1H-pyrido[3,4-b]indole